FC1=CC(=CC2=CN(N=C12)C)NC(=O)C=1C=CC(=C2C=NC(=NC12)NC[C@H]1COCC1)N1C[C@H](N([C@H](C1)C)C(=O)OC(C)(C)C)C tert-butyl (2R,6S)-4-[8-[(7-fluoro-2-methyl-indazol-5-yl)carbamoyl]-2-[[(3S)-tetrahydrofuran-3-yl]methylamino]quinazolin-5-yl]-2,6-dimethyl-piperazine-1-carboxylate